2-sulfoethylmethacrylate S(=O)(=O)(O)CCOC(C(=C)C)=O